ClC1=C(CC2=CC(=C(C(=N2)C(CCC(=O)O)=O)O)C#N)C(=CC=C1)C 4-[6-(2-Chloro-6-methyl-benzyl)-4-cyano-3-hydroxy-pyridin-2-yl]-4-oxo-butyric acid